1-(2,2-difluoroethyl)-3-(6-(trifluoromethyl)pyridin-3-yl)-1,3,8-triazaspiro[4.5]decane-2,4-dione hydrochloride Cl.FC(CN1C(N(C(C12CCNCC2)=O)C=2C=NC(=CC2)C(F)(F)F)=O)F